C(C)(C)(C)OC(NC1=CC(=NC=C1OCCN1CCN(CC1)C)NC(C)=O)=O (2-Acetamido-5-(2-(4-methylpiperazin-1-yl)ethoxy)pyridin-4-yl)carbamic acid tert-butyl ester